C(C)(C)[Si](C(C)C)(C(C)C)C#CS=S(=O)([O-])C S-((triisopropylsilyl)ethynyl)methanesulfonothioate